FC1=C(CNC2=CN=C3N(C2=O)[C@@H](CC3)C(=O)O)C=C(C=C1)C (S)-3-((2-fluoro-5-methylbenzyl)amino)-4-oxo-4,6,7,8-tetrahydropyrrolo[1,2-a]pyrimidine-6-carboxylic acid